FC1=C(C#N)C=CC(=C1F)[N+](=O)[O-] 2,3-difluoro-4-nitrobenzonitrile